Palladium acetat C(C)(=O)[O-].[Pd+2].C(C)(=O)[O-]